2-[6-[(Z)-2-(aminomethyl)-3-fluoro-allyl-oxy]-1-oxo-3,4-dihydroisoquinolin-2-yl]-N,N-dimethyl-acetamide hydrochloride Cl.NC/C(/COC=1C=C2CCN(C(C2=CC1)=O)CC(=O)N(C)C)=C/F